(R)-3-[2-[3-[4-amino-8-(2,2-difluoro-5-azaspiro[2.3]hex-5-yl)pyrido[3,2-d]pyrimidin-6-yl]phenyl]ethynyl]-3-hydroxy-1-methylpyrrolidin-2-one NC=1C2=C(N=CN1)C(=CC(=N2)C=2C=C(C=CC2)C#C[C@]2(C(N(CC2)C)=O)O)N2CC1(C(C1)(F)F)C2